methyl 4,5-dihydroxy-2-methylbenzoate OC1=CC(=C(C(=O)OC)C=C1O)C